FC=1C=CC2=C(N=C(O2)N)C1OC 5-fluoro-4-methoxybenzo[d]oxazol-2-amine